S(=O)(=O)(O)O.C[C@@]12[C@H](CC[C@H]1[C@@H]1CC[C@H]3C[C@H](CC[C@]3(C)[C@H]1CC2)O)O 5alpha-androstan-3beta,17beta-diol monosulfate